C(C)(C)(C)C1=C(C=C(C=N1)C=1N=C2SCCCN2C(C1C#N)=O)O 8-(6-tert-butyl-5-hydroxypyridin-3-yl)-6-oxo-2H,3H,4H,6H-pyrimido[2,1-b][1,3]thiazine-7-carbonitrile